indium-germanium [Ge].[In]